1-((5-phenyl-1,3,4-thiadiazol-2-yl)methyl)-4-((trans)-3-phenylcyclobutyl)-1,4-dihydropyrazine-2,3-dione C1(=CC=CC=C1)C1=NN=C(S1)CN1C(C(N(C=C1)[C@@H]1C[C@H](C1)C1=CC=CC=C1)=O)=O